di(2-aminoethyl)amine NCCNCCN